2-amino-4-(6-(6-((5-chloro-6-methoxypyridin-3-yl)methyl)-3,6-diazabicyclo[3.1.1]Heptane-3-yl)pyridin-3-yl)-6-(2-methoxyethoxy)pyrazolo[1,5-a]Pyridine-3-carbonitrile NC1=NN2C(C(=CC(=C2)OCCOC)C=2C=NC(=CC2)N2CC3N(C(C2)C3)CC=3C=NC(=C(C3)Cl)OC)=C1C#N